N-(2-aminophenyl)-4-(2-((6-(5-((2,4-difluorophenyl)sulfonylamino)-6-methoxypyridin-3-yl)-4-methylquinazolin-8-yl)oxy)ethoxy)benzamide NC1=C(C=CC=C1)NC(C1=CC=C(C=C1)OCCOC=1C=C(C=C2C(=NC=NC12)C)C=1C=NC(=C(C1)NS(=O)(=O)C1=C(C=C(C=C1)F)F)OC)=O